NC1=C(C=CC=C1)C1=C(C=CC=C1)[Pd]OS(=O)(=O)C [2-(2-amino-phenyl)phenyl]-methylsulfonyloxy-palladium